4-[1-[4-(trifluoromethyl)phenyl]vinyl]piperidine-1-carboxylic acid tert-butyl ester C(C)(C)(C)OC(=O)N1CCC(CC1)C(=C)C1=CC=C(C=C1)C(F)(F)F